C12C(CCC(C1(C)C)C2)=C (E)-beta-pinene